N-ethoxy-2H-1,2,4-triazole C(C)ON1NCN=C1